N1(C=CC=C1)C1=C(C=C(C=C1)C(F)(F)F)NS(=O)(=O)C=1C=C(C(=O)O)C=CC1C1CC1 3-(N-(2-(pyrrol-1-yl)-5-(trifluoromethyl)phenyl)sulfamoyl)-4-cyclopropylbenzoic acid